CS(=O)(=O)C=1C=C(C=CC1)C1=CC(=NC2=C(N=CC=C12)C1=NNC=C1)N1CCOCC1 4-(3-Methanesulfonylphenyl)-2-(morpholin-4-yl)-8-(1H-pyrazol-3-yl)-[1,7]naphthyridine